C(C=C)(=O)N1C[C@@H]2COC3=C(C(N2CC1)=O)C(=NC(=C3Cl)C3=C(C=CC=C3O)F)N3C(C(C3)O)C (6aR)-8-acryloyl-4-chloro-3-(2-fluoro-6-hydroxyphenyl)-1-(3-hydroxy-2-methylazetidin-1-yl)-6,6a,7,8,9,10-hexahydro-12H-pyrazino[2,1-c]pyrido[3,4-f][1,4]oxazepin-12-one